C[C@](C=O)(CCCCC)NC(OC(C)(C)C)=O tert-butyl (R)-(2-methyl-1-oxoheptan-2-yl)carbamate